C(C)(C)(C)C=1C=C(C=C(C1O)C(C)(C)C)OC(CC)=O (3,5-di-t-butyl-4-hydroxyphenyl)propionate